((((cis)-3-fluoro-1-methylpiperidin-4-yl)thio)methyl)quinazolin-4(3H)-one F[C@@H]1CN(CC[C@@H]1SCC1=NC2=CC=CC=C2C(N1)=O)C